4-(1-(3-bromophenyl)-3-methylcyclobutyl)-5-methyl-2H-1,2,3-triazole BrC=1C=C(C=CC1)C1(CC(C1)C)C1=NNN=C1C